5-Methyl-3-(4-morpholinoanilino)-6-(4,4,5,5-tetramethyl-1,3,2-dioxaborolan-2-yl)pyrazine-2-carboxamide CC=1N=C(C(=NC1B1OC(C(O1)(C)C)(C)C)C(=O)N)NC1=CC=C(C=C1)N1CCOCC1